[2-(5-methoxynaphthyl)]alanine COC1=C2C=CC=C(C2=CC=C1)[C@](N)(C)C(=O)O